C(#N)C=1C=CC(=C2C=CC=NC12)N1C[C@H]2N([C@@H](C1)C)C[C@@H](C2)NC2=CC=C1C(=N2)CN(C1C)C(=O)OC(C)(C)C tert-butyl 2-[[(4R,7R,8aS)-2-(8-cyano-5-quinolyl)-4-methyl-3,4,6,7,8,8a-hexahydro-1H-pyrrolo[1,2-a]pyrazin-7-yl] amino]-5-methyl-5,7-dihydropyrrolo[3,4-b]pyridine-6-carboxylate